OC=1C=C(C2=CC=CC=C2C1)C(=O)[O-] 3-hydroxy-naphthalenate